CN1CC2(CC2C1)C#CC1=NC2=CC=C(C=C2C(=N1)NC1=CC(=C(C=C1)OC1=CC=2N(C=C1)N=CN2)C)N [2-(3-methyl-3-azabicyclo[3.1.0]hexane-1-yl)ethynyl]-N4-[3-methyl-4-([1,2,4]triazolo[1,5-a]pyridin-7-yloxy)-phenyl]quinazoline-4,6-diamine